FC1=C(C=C(C=C1C)C1=C(C=C(C=C1C)C)C)[C@H](CC(=O)O)NC([C@H](CC(C)C)N1C(N=C(C(=C1)CCN1CC(C1)F)C(C)C)=O)=O (S)-3-(4-fluoro-2',4',5,6'-tetramethyl-[1,1'-biphenyl]-3-yl)-3-((S)-2-(5-(2-(3-fluoroazetidin-1-yl)ethyl)-4-isopropyl-2-oxopyrimidin-1(2H)-yl)-4-methylpentanamido)propionic acid